1-[2,4-dichloro-5-(4-pyridylmethoxy)phenyl]-3-[(1S)-1-(2-pyrimidin-2-yl-1,2,4-triazol-3-yl)ethyl]urea ClC1=C(C=C(C(=C1)Cl)OCC1=CC=NC=C1)NC(=O)N[C@@H](C)C=1N(N=CN1)C1=NC=CC=N1